C(C)C=1C=C2CCN(CC2=CC1)C(=O)NC1=CNC2=CC=CC=C12 6-ethyl-N-(1H-indol-3-yl)-3,4-dihydroisoquinoline-2(1H)-carboxamide